C(C)(C)(C)OC(=O)N1[C@@H](CCC1)C=1C=C(C=C2CCN(CC12)C(C(C)(C)O)=O)C=1C=C2C(=NC1)NC=C2Cl (S)-2-(6-(3-chloro-1H-pyrrolo[2,3-b]pyridin-5-yl)-2-(2-hydroxyl-2-methylpropionyl)-1,2,3,4-tetrahydroisoquinolin-8-yl)pyrrolidine-1-carboxylic acid tert-butyl ester